[Cl-].C(C=C)N1C(N(C=C1)C)C 1-N-allyl-2,3-dimethyl-imidazole chloride